NC=1SC2=C(N1)C(=CC(=C2)C(=O)OC)OC methyl 2-amino-4-methoxybenzo[d]thiazole-6-carboxylate